[4-[4-[(3S)-3-(cyanomethyl)-4-prop-2-enoyl-piperazin-1-yl]-2-[[(2S)-1-methylpyrrolidin-2-yl]methoxy]-6,8-dihydro-5H-pyrido[3,4-d]pyrimidin-7-yl]-2-naphthyl]2,2-dimethylpropanoate C(#N)C[C@H]1CN(CCN1C(C=C)=O)C=1C2=C(N=C(N1)OC[C@H]1N(CCC1)C)CN(CC2)C2=CC(=CC1=CC=CC=C21)OC(C(C)(C)C)=O